ClC1=C(C=CC(=N1)C(=O)NC)N1CCNCC1 6-chloro-N-methyl-5-(piperazin-1-yl)picolinamide